FC1=C(C=CC(=C1)F)C1=CC(=C(C=C1)O)C(=O)O 2',4'-difluoro-4-hydroxyl-[1,1'-biphenyl]-3-carboxylic acid